methyl 2,4-dichloro-3-nitrobenzoate ClC1=C(C(=O)OC)C=CC(=C1[N+](=O)[O-])Cl